C(CCC(=O)O)(=O)O.C(CCC(=O)O)(=O)O.C(CCCCC)(O)O hexanediol bis(succinate)